samarium aluminum copper [Cu].[Al].[Sm]